FC1=C(N=CC2=C1N=CN=C2)C2=CC=CC1=CC=C(C(=C21)C#C[Si](C(C)C)(C(C)C)C(C)C)F 8-fluoro-7-(7-fluoro-8-((triisopropylsilyl)ethynyl)naphthalen-1-yl)pyrido[4,3-d]-pyrimidine